C(C)OCCCOC1=CC=C(N=N1)CO (6-(3-ethoxypropoxy)pyridazin-3-yl)methanol